S(CCC(=O)[O-])CCC(=O)OCCCCCCCCCCCCC thiodipropionic acid, tridecyl ester